ClC1=C(C(=CC(=C1)NC(CC1=NC=C(C=C1)S(=O)(=O)CC)=O)Cl)C1=CC=C(C=C1)S(=O)(=O)CC N-(2,6-dichloro-4'-(ethylsulfonyl)-[1,1'-biphenyl]-4-yl)-2-(5-(ethylsulfonyl)pyridin-2-yl)acetamide